FC(C(=O)O)(F)F.N[C@H]1CN(CC1)C1=NN=C(C2=CC(=CC=C12)[N+](=O)[O-])N1CC(C1)C#N (R)-1-(4-(3-aminopyrrolidin-1-yl)-7-nitrophthalazin-1-yl)azetidine-3-carbonitrile 2,2,2-trifluoroacetate salt